2,7-dibromobenzo[1,2-B:6,5-B']dithiophene-4,5-dione BrC1=CC2=C(S1)C=1SC(=CC1C(C2=O)=O)Br